5-(2-(diisopropylcarbamoyl)-4-fluorophenoxy)pyrimidine oxide C(C)(C)N(C(=O)C1=C(OC=2C=NC=[N+](C2)[O-])C=CC(=C1)F)C(C)C